4-[2-(2-tetrahydropyran-4-ylpyrimidin-4-yl)pyrido[3,2-d]pyrimidin-4-yl]morpholine O1CCC(CC1)C1=NC=CC(=N1)C=1N=C(C2=C(N1)C=CC=N2)N2CCOCC2